calcium aluminum silicate sodium salt [Na+].[Si]([O-])([O-])([O-])[O-].[Al+3].[Ca+2]